C(CCCCCCCCCCCCCCC)(=O)OC (Z)-methyl hexadecanoate